2-Phenyl-1H-benzo[d]imidazole-4-carboxamide C1(=CC=CC=C1)C1=NC2=C(N1)C=CC=C2C(=O)N